5-p-hydroxyphenyl-10,15,20-tri(4-chlorophenyl)porphyrin OC1=CC=C(C=C1)C=1C2=CC=C(N2)C(=C2C=CC(C(=C3C=CC(=C(C=4C=CC1N4)C4=CC=C(C=C4)Cl)N3)C3=CC=C(C=C3)Cl)=N2)C2=CC=C(C=C2)Cl